C(C)(C)OC=1C(=CC=2C(N1)=NN(C2)C[C@@H]2COCC2)C(=O)NC2=CC=CC=1N2N=CC1 (R)-6-isopropoxy-N-(pyrazolo[1,5-a]pyridin-7-yl)-2-((tetrahydrofuran-3-yl)methyl)-2H-pyrazolo[3,4-b]pyridine-5-carboxamide